ClC1=C(C(=O)N[C@H](C(=O)N[C@@H](CC2=CC=CC=C2)B(O)O)CC2=CC(=CC=C2)NC(C(=C)C)=O)C=C(C=C1)Cl ((R)-1-((S)-2-(2,5-dichlorobenzoylamino)-3-(3-(N-methacryloylamino)phenyl)propionylamino)-2-phenylethyl)boronic acid